N-[(4-fluorophenyl)(2-piperazin-1-ylpyrimidin-5-yl)methyl]-2-methylpropane-2-sulfinamide FC1=CC=C(C=C1)C(NS(=O)C(C)(C)C)C=1C=NC(=NC1)N1CCNCC1